(2S,3R)-2-octadecanoylaminohexadecane-1,3-diol C(CCCCCCCCCCCCCCCCC)(=O)N[C@@H](CO)[C@@H](CCCCCCCCCCCCC)O